C(C)(C)(C)OC(=O)N[C@@H](CCCCN)C(=O)O (t-butoxycarbonyl)-L-lysine